tert-butyl (S)-2-(((S)-1-cyano-2-(4'-cyano-3'-cyclopropyl-3-fluoro-[1,1'-biphenyl]-4-yl)ethyl)carbamoyl)-1,4-oxazepane-4-carboxylate C(#N)[C@H](CC1=C(C=C(C=C1)C1=CC(=C(C=C1)C#N)C1CC1)F)NC(=O)[C@H]1OCCCN(C1)C(=O)OC(C)(C)C